NC1=NC(=NN1)CCCCC1=NNC(=N1)N 3,3'-tetramethylenebis(5-amino-1H-1,2,4-triazole)